CN(C1CCN(CC1)C(=O)C1=CC=C(C=C1)C=1N=C2SC=C(N2C1)C1=CC=C(C=C1)C(F)(F)F)C (4-(dimethylamino)piperidin-1-yl)(4-(3-(4-(trifluoromethyl)phenyl)imidazo[2,1-b]thiazol-6-yl)phenyl)methanone